O.[Na].[Na].N(CC(=O)O)CC(=O)O iminodiacetic acid disodium monohydrate